CS(=O)(=O)NC=1C=C(C=CC1)NC(=O)C=1C=C(C=CC1)C1=CC=CC=C1 N-(3-(methylsulfonamido)phenyl)-[1,1'-biphenyl]-3-carboxamide